3,5-dichloro-4-fluorophenylboronic acid pinacol ester ClC=1C=C(C=C(C1F)Cl)B1OC(C)(C)C(C)(C)O1